[Ru+2].ClN([C@@H]([C@H](NS(=O)(=O)C1=CC=C(C)C=C1)C1=CC=CC=C1)C1=CC=CC=C1)C1=C(C=C(C=C1)C)C(C)C chloro(p-methylisopropylphenyl)[(R,R)-N-(p-toluenesulfonyl)-1,2-diphenylethylenediamine] ruthenium (II)